FC1([C@@H]([C@H](CCC1)N1CCN(CC1)C(C)C)NC(=O)N1C[C@@H]2[C@H](C1)CC(C2)C2=NOC(=N2)C)F (3aR,5R,6aS)-N-{(1R,6S)-2,2-difluoro-6-[4-(Propan-2-yl)piperazin-1-yl]cyclohexyl}-5-(5-methyl-1,2,4-oxadiazol-3-yl)hexahydrocyclopenta[c]pyrrole-2(1H)-Carboxamide